Cl[SiH](N([SiH](Cl)Cl)C(C)CC)Cl 1,1,3,3-tetrachloro-2-sec-butyldisilazane